OCC(C#CC1=CC2=C(OCC(C(N2C)=O)NC(=O)C2=NC=CC=C2)C=C1)(C)C N-(7-(4-hydroxy-3,3-dimethylbut-1-yn-1-yl)-5-methyl-4-oxo-2,3,4,5-tetrahydrobenzo[b][1,4]oxazepin-3-yl)pyridineamide